2-(1H-imidazol-1-yl)thieno[3,2-d]pyrimidine-4-carboxylic acid ethyl ester C(C)OC(=O)C=1C2=C(N=C(N1)N1C=NC=C1)C=CS2